ClC=1C=C(C=NC1)C1=CC=C(C=C1)NC(C(CC)C1=NC(=NC=C1)NS(=O)(=O)C1CC1)=O N-(4-(5-CHLOROPYRIDIN-3-YL)PHENYL)-2-(2-(CYCLOPROPANESULFONAMIDO)PYRIMIDIN-4-YL)BUTANAMID